[N+](=O)([O-])C1=C(N)C=C(C=C1)C=1SC=CC1 2-nitro-5-thiophenyl-aniline